(5-amino-7-bromo-1-methyl-1H-indazol-6-yl)(2-chloro-5-fluorophenyl)methanone NC=1C=C2C=NN(C2=C(C1C(=O)C1=C(C=CC(=C1)F)Cl)Br)C